Cl.NCC=1C=NN(C1)CC1=C2CCCOC2=C2C(=NOC2=C1)NS(=O)(=O)C1=C(C=CC(=C1)F)OC N-(5-((4-(aminomethyl)-1H-pyrazol-1-yl)methyl)-3,4-dihydro-2H-chromeno[8,7-d]isoxazol-9-yl)-5-fluoro-2-methoxybenzenesulfonamide hydrochloride